N-[3-(Dimethylamino)propyl]methacrylamide copper-nickel-tin-manganese [Mn].[Sn].[Ni].[Cu].CN(CCCNC(C(=C)C)=O)C